tert-Butyl 2-oxo-1,4,9-triazaspiro[5.5]undecane-9-carboxylate O=C1NC2(CNC1)CCN(CC2)C(=O)OC(C)(C)C